NC[C@@H]1N(CCC1)C1=C(C(N(N=C1)CC1=NC(=NO1)CCC1=CC=C(C=C1)Cl)=O)Cl 5-[(2R)-2-(amino-methyl)pyrrolidin-1-yl]-4-chloro-2-({3-[2-(4-chlorophenyl)ethyl]-1,2,4-oxadiazol-5-yl}methyl)-2,3-dihydropyridazin-3-one